3-(4-chlorophenoxymethyl)-2-[(4-methoxyphenyl)methyl]-2-azabicyclo[3.1.1]Heptane ClC1=CC=C(OCC2N(C3CC(C2)C3)CC3=CC=C(C=C3)OC)C=C1